BrCC1C(N(CC1)C)=O 3-(bromo-methyl)-1-methyl-pyrrolidin-2-one